CC(CN1N=CC(=C1)C1=C(C=C(C=N1)C(=O)N1CCN(CC1)C=1OC=2C(=NC(=CC2)C)N1)C(F)(F)F)(C)C [6-[1-(2,2-dimethylpropyl)pyrazol-4-yl]-5-(trifluoromethyl)-3-pyridyl]-[4-(5-methyloxazolo[4,5-b]pyridin-2-yl)piperazin-1-yl]methanone